CC(C[C@H](N)C(=O)O)C(=O)O γ-methylglutamic acid